(1R,7aS)-P-chloro-1-methyl-1-phenyl-2-oxa-3-phospha-tetrahydropyrrolizine ClP1O[C@@]([C@@H]2CCCN12)(C1=CC=CC=C1)C